NCC=1C(=NC(=C(N1)C1=C(C(=CC=C1)Cl)Cl)C)N1CCC(CC1)(C)NC(OC(C)(C)C)=O tert-Butyl N-{1-[3-(aminomethyl)-5-(2,3-dichlorophenyl)-6-methylpyrazin-2-yl]-4-methylpiperidin-4-yl}carbamate